ClC1=CC=C(C(=C1C(=O)N(C)C)O)NC1=C(C(C1=O)=O)N[C@@H](C1=NC=CN=C1C)C1(CCCC1)C (R)-6-chloro-2-hydroxy-N,N-dimethyl-3-((2-(((1-methylcyclopentyl)(3-methylpyrazin-2-yl)methyl)amino)-3,4-dioxocyclobut-1-en-1-yl)amino)benzamide